The molecule is an N-acyllysophosphatidylethanolamine in which the N-acyl group is specified as arachidonoyl while the phosphatidyl acyl group is specified as oleoyl. It derives from an oleic acid and an arachidonic acid. It is a conjugate acid of a N-arachidonoyl-1-oleoyl-sn-glycero-3-phosphoethanolamine(1-). CCCCCCCC/C=C\\CCCCCCCC(=O)OC[C@H](COP(=O)(O)OCCNC(=O)CCC/C=C\\C/C=C\\C/C=C\\C/C=C\\CCCCC)O